(Z)-ethyl 3-(pyrrolidin-1-yl)pent-2-enoate N1(CCCC1)\C(=C/C(=O)OCC)\CC